FC1=C(C=C(C=C1)F)C1C(NC(O1)=O)(C=1C=NC=C(C1)C#CC1=CC=CC=C1)C (+/-)-5-(2,5-Difluorophenyl)-4-methyl-4-(5-(phenylethynyl)pyridin-3-yl)oxazolidin-2-one